trans-4-((4-(2-Cyclopropyloxazol-4-yl)pyridine-2-yl)((trans-4-(4-methoxy-3-methylphenyl)cyclohexyl)methyl)carbamoyl)cyclohexyl (2-hydroxyethyl)carbamate OCCNC(O[C@@H]1CC[C@H](CC1)C(N(C[C@@H]1CC[C@H](CC1)C1=CC(=C(C=C1)OC)C)C1=NC=CC(=C1)C=1N=C(OC1)C1CC1)=O)=O